benzyl 4-[[1-[1-[4-(4,4,5,5-tetramethyl-1,3,2-dioxaborolan-2-yl)-2-pyridyl]piperidine-4-carbonyl]-4-piperidyl]methyl]piperazine-1-carboxylate CC1(OB(OC1(C)C)C1=CC(=NC=C1)N1CCC(CC1)C(=O)N1CCC(CC1)CN1CCN(CC1)C(=O)OCC1=CC=CC=C1)C